6-Chloro-8-(4-ethoxy-phenyl)-1-methyl-9H-pyrido[3,4-b]indole ClC=1C=C2C3=C(NC2=C(C1)C1=CC=C(C=C1)OCC)C(=NC=C3)C